1,4-bis[{(3-ethyl-oxetan-3-yl)methoxy}methyl]benzene Tert-butyl-7-(3-(4,4,5,5-tetramethyl-1,3,2-dioxaborolan-2-yl)phenyl)-2,7-diazaspiro[3.5]nonane-2-carboxylate C(C)(C)(C)OC(=O)N1CC2(C1)CCN(CC2)C2=CC(=CC=C2)B2OC(C(O2)(C)C)(C)C.C(C)C2(COC2)COCC2=CC=C(C=C2)COCC2(COC2)CC